2'-bromo-4'-fluoro-4-(3-chloroanilino)spiro[cyclohexane-1,1'-indene]-4-carboxylic acid BrC=1C2(C3=CC=CC(=C3C1)F)CCC(CC2)(C(=O)O)NC2=CC(=CC=C2)Cl